(1R,3R)-5-(2-((1R,3aS,7aR,E)-1-((R)-4-((2R,5R)-2,5-dimethylmorpholino)butan-2-yl)-7a-methyloctahydro-4H-inden-4-ylidene)ethylidene)-2-methylenecyclohexane-1,3-diol C[C@H]1OC[C@H](N(C1)CC[C@@H](C)[C@H]1CC[C@H]2\C(\CCC[C@]12C)=C\C=C1C[C@H](C([C@@H](C1)O)=C)O)C